(S,Z)-2-((1-cyclopropyl-3-(methylsulfonyl)allyl)carbamoyl)-5-(3,4-dimethylphenyl)pyridine 1-oxide C1(CC1)[C@@H](\C=C/S(=O)(=O)C)NC(=O)C1=[N+](C=C(C=C1)C1=CC(=C(C=C1)C)C)[O-]